FC1=CC=C(C=C1)C1=C(C=CC=C1)Br 4-fluorophenyl-bromobenzene